NC1=NC(=C(C2=C1N=C(N2CC(C)(C)N(C(=O)N)C2CCCCC2)COCC)C)C N-{2-[4-amino-2-(ethoxymethyl)-6,7-dimethyl-1H-imidazo[4,5-c]Pyridin-1-yl]-1,1-dimethylethyl}-N-cyclohexylurea